B(OB)([O-])[O-] Boryl Borate